nickel radium [Ra].[Ni]